3-hydroxyhexane OC(CC)CCC